(3S)-1-[6-[[1-(trifluoromethyl)cyclopropyl]amino]-2-azaspiro[3.3]heptane-2-carbonyl]pyrrolidine-3-carboxamide FC(C1(CC1)NC1CC2(CN(C2)C(=O)N2C[C@H](CC2)C(=O)N)C1)(F)F